C(CC)OCOCCCC(CC(C)Br)C 6-bromo-4-methylheptyl propyloxymethyl ether